N-((S)-1-amino-1-oxo-3-((S)-2-oxopiperidin-3-yl)propan-2-yl)-2-(7-chloro-1H-indole-2-carbonyl)-2-azaspiro[4.5]decane-3-carboxamide NC([C@H](C[C@H]1C(NCCC1)=O)NC(=O)C1N(CC2(C1)CCCCC2)C(=O)C=2NC1=C(C=CC=C1C2)Cl)=O